7-(cyclobutoxy)-N-(2-cyclopropyl-3-oxo-pyridazin-4-yl)-2-(1-methyl-2-oxabicyclo[2.1.1]hexan-4-yl)imidazo[1,2-a]pyrimidine-6-carboxamide C1(CCC1)OC1=NC=2N(C=C1C(=O)NC=1C(N(N=CC1)C1CC1)=O)C=C(N2)C21COC(C2)(C1)C